tetracosyl-dimethyl-ammonium chloride [Cl-].C(CCCCCCCCCCCCCCCCCCCCCCC)[NH+](C)C